3,5-DIMETHYL-4-PROPOXYPHENYLBORONIC ACID CC=1C=C(C=C(C1OCCC)C)B(O)O